((4-ethoxyphenyl)methyl)benzonitrile C(C)OC1=CC=C(C=C1)CC1=C(C#N)C=CC=C1